4,4'-oxodianiline O(C1=CC=C(N)C=C1)C1=CC=C(N)C=C1